4-(2,2-difluorocyclopropyl)phenol FC1(C(C1)C1=CC=C(C=C1)O)F